C1(C=CC=C1)CC=1C=CC=C(C1)[SiH3] 5-cyclopentadienylmethylphenylsilane